C(C)(C)(C)OC(=O)N1CC2=CC=CC(=C2CC1)C1=C2C(=C(NC2=C(C=C1F)C(N)=O)C)C 5-(7-carbamoyl-5-fluoro-2,3-dimethyl-1H-indol-4-yl)-3,4-dihydroisoquinoline-2(1H)-carboxylic acid tert-butyl ester